methyl (R)-3-(5-methyl-9-((2-(trimethylsilyl)ethoxy)carbonyl)-4,5-dihydrobenzo[b]thieno[2,3-d]oxepin-8-yl)-6-(propylcarbamoyl)picolinate C[C@@H]1CC2=C(C3=C(O1)C=C(C(=C3)C(=O)OCC[Si](C)(C)C)C=3C(=NC(=CC3)C(NCCC)=O)C(=O)OC)SC=C2